BrC1=CC2=CN(N=C2C=C1OC)[C@H]1[C@H](CC2(CN(C2)C(=O)OC(C)(C)C)CC1)C |r| rac-(6S,7R)-tert-butyl 7-(5-bromo-6-methoxy-2H-indazol-2-yl)-6-methyl-2-azaspiro[3.5]nonane-2-carboxylate